ClC1=CC2=C(N=N1)C(=CN2C2CN(C2)C(=O)OC(C)(C)C)C(F)F tert-butyl 3-[3-chloro-7-(difluoromethyl)pyrrolo[3,2-c]pyridazin-5-yl]azetidine-1-carboxylate